6-fluoro-7-(2-fluorophenyl)-4-((2S)-2-methyl-4-(2-propenoyl)-1-piperazinyl)-1-(3-(2-propanyl)-2-pyrazinyl)pyrido[2,3-d]pyrimidin-2(1H)-one FC1=CC2=C(N(C(N=C2N2[C@H](CN(CC2)C(C=C)=O)C)=O)C2=NC=CN=C2C(C)C)N=C1C1=C(C=CC=C1)F